P-methyl-phosphinic acid butyl ester C(CCC)OP(=O)C